C(#N)C1=C(C=CC(=N1)N1C(C=2C=CC=C(C2C1)C(=O)NO)(C)C)C(F)(F)F 2-(6-cyano-5-(trifluoromethyl)pyridin-2-yl)-N-hydroxy-1,1-dimethylisoindoline-4-carboxamide